C(C)(C)C=1C(=CC2=C(N(C(N2)=O)C2CCC(CC2)NCCC)C1)C=1C=C(C=2N(C1)N=CN2)OC 6-Isopropyl-5-(8-methoxy-[1,2,4]triazolo[1,5-a]pyridin-6-yl)-1-((1S,4S)-4-(propylamino)cyclohexyl)-1,3-dihydro-2H-benzo[d]imidazol-2-on